C(CCC)(=O)O[C@H]1[C@H](NC[C@@H]1O)CC1=CC=C(C=C1)OC (2R,3S,4S)-4-hydroxy-2-[(4-methoxyphenyl) methyl]pyrrolidin-3-yl butanoate